C(C)(=O)N[C@@H]1CC[C@H](CC1)C(=O)N(C[C@@H]1CC[C@H](CC1)C1=CC(=C(C=C1)OC)C)C1=CC(=CC=C1)C1=CN=C(S1)C1CC1 trans-4-Acetamido-N-(3-(2-cyclopropylthiazol-5-yl)phenyl)-N-((trans-4-(4-methoxy-3-methylphenyl)cyclohexyl)methyl)-cyclohexanecarboxamide